NC1=NC(=CC(=N1)N1CCC2(C[C@H](NC2)C(=O)O)CC1)O[C@@H](C(F)(F)F)C1=C(C=C(C=C1)Cl)C1=CC(=CC(=C1)C)C(C)(C)C (S)-8-(2-amino-6-((R)-1-(3'-(tert-butyl)-5-chloro-5'-methyl-[1,1'-biphenyl]-2-yl)-2,2,2-trifluoroethoxy)pyrimidin-4-yl)-2,8-diazaspiro[4.5]decane-3-carboxylic acid